C1(CC1)C1=C(C(=NO1)C1=C(C=CC=C1Cl)Cl)COC1CCN(CC1)C=1SC=C(N1)C=1C=C(OC1)C(=O)O 4-(2-(4-((5-cyclopropyl-3-(2,6-dichlorophenyl)isoxazol-4-yl)methoxy)piperidin-1-yl)thiazol-4-yl)furan-2-carboxylic acid